(4,6-dimethoxy-1,3,5-triazin-2-yl)-(2-octoxy-2-oxoethyl)dimethylammonium trifluoromethanesulfonate FC(S(=O)(=O)[O-])(F)F.COC1=NC(=NC(=N1)OC)[N+](C)(C)CC(=O)OCCCCCCCC